N-(4-(2-((3-(Dimethylamino)-4-hydroxycyclohexyl)amino)-8-isopropyl-7-oxo-7,8-dihydropyrido[2,3-d]pyrimidin-6-yl)-2-fluorophenyl)-3,3,3-trifluoropropane-1-sulfonamide CN(C1CC(CCC1O)NC=1N=CC2=C(N1)N(C(C(=C2)C2=CC(=C(C=C2)NS(=O)(=O)CCC(F)(F)F)F)=O)C(C)C)C